C(C=C)(=O)N1C[C@@H](N(CC1)C1=C(C(N(C2=NC(=C(C=C12)Cl)C1=C(C(=C(C(=C1F)F)F)F)N)C=1C(=NC=CC1C)C(C)C)=O)C#N)C (M)-4-((S)-4-acryloyl-2-methylpiperazin-1-yl)-7-(2-amino-3,4,5,6-tetrafluorophenyl)-6-chloro-1-(2-isopropyl-4-methylpyridin-3-yl)-2-oxo-1,2-dihydro-1,8-naphthyridine-3-carbonitrile